tricyclohexyltin (IV) C1(CCCCC1)[Sn+](C1CCCCC1)C1CCCCC1